O1CC(C1)N1N=CC=2C1=NC(=CN2)N2CC1(CN(C1)C1=CC(=NC=C1)C(F)(F)F)CC2 1-(oxetan-3-yl)-6-(2-(2-(trifluoromethyl)pyridin-4-yl)-2,6-diazaspiro[3.4]octan-6-yl)-1H-pyrazolo[3,4-b]pyrazine